C[C@](COC=1C=NC(=CC1C(F)(F)F)C1=CC=NC2=CC=CC=C12)(CC(C)C)N (R)-2,4-dimethyl-1-((6-(quinolin-4-yl)-4-(trifluoromethyl)pyridin-3-yl)oxy)pentan-2-amine